[Sb+3].[Te-2].[Zn+2] zinc telluride antimony